COC1=C(C(=O)NC2=NN=NN2)C=CC(=C1)C1=NC(=CN=C1)C=1SC=C(C1)NC(CCCC)=O 2-methoxy-4-(6-(4-pentanamidothiophen-2-yl)pyrazin-2-yl)-N-(1H-tetrazol-5-yl)benzamide